C(#N)C1=CC(=C(COC2=CC=CC(=N2)C=2C=NC(=NC2)CC(=O)OCC)C=C1)F ethyl 2-(5-(6-((4-cyano-2-fluorobenzyl)oxy)pyridin-2-yl)pyrimidin-2-yl)acetate